BrC(C1=CC=C2C=NN(C2=C1)C)([2H])[2H] 6-(bromomethyl-d2)-1-methyl-1H-indazole